FC(C(F)(F)OC(CC(F)(F)F)F)C(F)(F)F Tetrafluoropropyl hexafluoropropyl ether